2-(4-Nitrophenyl)-6-(pyrrolidin-1-yl)pyridine [N+](=O)([O-])C1=CC=C(C=C1)C1=NC(=CC=C1)N1CCCC1